3-methoxy-4-hydroxy-phenylglycolic acid COC=1C=C(C=CC1O)C(C(=O)O)O